C1(CCCCC1)CN1N=CC(=C1C)C=1C(=NC(=CC1)N1CC2=C(C=CC=C2CC1)C(NC=1SC2=C(N1)C(=CC=C2)F)=O)C(=O)NS(=O)(=O)CCCCCC(=O)OC(C)(C)C Tert-butyl 6-(N-(3-(1-(cyclohexylmethyl)-5-methyl-1H-pyrazol-4-yl)-6-(8-((4-fluorobenzo[d]thiazol-2-yl)carbamoyl)-3,4-dihydroisoquinolin-2(1H)-yl)picolinoyl)sulfamoyl)hexanoate